C([C@@H]([C@H](C(=O)[C@@H](C(=O)O)O)O)O)O The molecule is a derivative of L-gulonic acid having a keto group at the 3-position. It has a role as an Escherichia coli metabolite. It is a ketoaldonic acid and a hexonic acid. It derives from a L-gulonic acid. It is a conjugate acid of a 3-dehydro-L-gulonate.